(6-(4-methylpiperazin-1-yl)pyridin-3-yl)boronic acid CN1CCN(CC1)C1=CC=C(C=N1)B(O)O